ClC=1C=C(C(=O)NC2=CC=C(C=C2)C(\C=C\C2=CC=C(C=C2)N(C)CCO)=O)C=C(C1)Cl 3,5-Dichloro-N-[4-[(E)-3-[4-[2-hydroxyethyl(methyl)amino]phenyl]prop-2-enoyl]phenyl]benzamide